ClC1=C(C=CC(=C1)C(F)(F)F)NC(CN1C=2N(C(C(=C1CC)N1CCNCC1)=O)N=C(N2)N(C)C)=O N-[2-chloro-4-(trifluoromethyl)phenyl]-2-[2-(dimethylamino)-5-ethyl-7-oxo-6-(piperazin-1-yl)-[1,2,4]triazolo[1,5-a]pyrimidin-4-yl]acetamide